C(C=C)O prop-2-ene-1-ol